1-Bromocyclopentanecarboxylic acid methyl ester COC(=O)C1(CCCC1)Br